tropanoate [C@@]12(CCC[C@H](CC1)N2C)C(=O)[O-]